CN1N=CC(=C1)C=1C=CC=2N(C1)N=CC2N2CCN(CC2)C2=NC=C(C=N2)CC=2SC=CN2 2-((2-(4-(6-(1-methyl-1H-pyrazol-4-yl)pyrazolo[1,5-a]pyridin-3-yl)piperazin-1-yl)pyrimidin-5-yl)methyl)thiazole